ClC=1C=C(C=CC1F)NC1=NC=NC2=CC(=C(C=C12)OC1CCOCC1)OCCNC(C)=O 4-[(3-chloro-4-fluoro-phenyl)amino]-6-(tetrahydropyran-4-yloxy)-7-(2-acetylamino-ethoxy)-quinazoline